C(C1=CC=CC=C1)OC(=O)N1C(C(CC(C1)(F)F)CO)C.C(C1CO1)C1=C2C(C(=O)NC2=O)=CC=C1 (2,3-epoxypropyl)phthalimide benzyl-5,5-difluoro-3-(hydroxymethyl)-2-methyl-piperidine-1-carboxylate